ethyl acetate iron compound with ammonia N.[Fe].C(C)(=O)OCC